CCCCCCCCCC/C=C\CCCCCCCCCC(=O)OC[C@H](COP(=O)(O)OC[C@@H](C(=O)O)N)OC(=O)CCCCCCCCC/C=C\CCCCCCCC 1-(11Z-docosenoyl)-2-(11Z-eicosenoyl)-glycero-3-phosphoserine